di-2-isononyl 1,2-cyclohexanedicarboxylate C1(C(CCCC1)C(=O)OC(C)CCCCC(C)C)C(=O)OC(C)CCCCC(C)C